COC(=O)C=1C(N(C=2CN(CCC2C1N1CC(N(CC1)C(=O)OCC1=CC=CC=C1)CC#N)CC1=CC=CC=C1)CC1=CC=C(C=C1)OC)=O 7-benzyl-4-(4-((benzyloxy)carbonyl)-3-(cyanomethyl)piperazin-1-yl)-1-(4-methoxybenzyl)-2-oxo-1,2,5,6,7,8-hexahydro-1,7-naphthyridine-3-carboxylic acid methyl ester